(R)-N-(4-((2-(((5-fluoro-3-methylpyridin-2-yl)(1-methylcyclopentyl)methyl)amino)-3,4-dioxocyclobut-1-en-1-yl)amino)-3-hydroxypyridin-2-yl)-N-methylacetamide FC=1C=C(C(=NC1)[C@@H](C1(CCCC1)C)NC1=C(C(C1=O)=O)NC1=C(C(=NC=C1)N(C(C)=O)C)O)C